zinc indium sulfur [S].[In].[Zn]